N[S@](=NC(CC=1C(=NC=C(C1C(C)C)F)C(C)C)=O)(=O)C=1SC(=CC1F)C(C)(C)O (R)-N-(amino(3-fluoro-5-(2-hydroxypropan-2-yl)thiophen-2-yl)(oxo)-λ6-sulfaneylidene)-2-(5-fluoro-2,4-diisopropylpyridin-3-yl)acetamide